C(C)O[Si](CCCC1C(OC(C1)=O)=O)(OCC)OCC 3-[3-(triethoxysilyl)propyl]tetrahydrofuran-2,5-dione